BrC=1C=CC2=C(N(C(=N2)CC2=CC=C(C=C2)O)C(C)C)C1 4-((6-bromo-1-isopropyl-1H-benzo[d]imidazol-2-yl)methyl)phenol